5-(1-(tert-Butoxycarbonyl)piperidin-4-yl)-2-(2,6-dimethylpyridin-4-yl)-1H-indole-3-carboxylic acid methyl ester COC(=O)C1=C(NC2=CC=C(C=C12)C1CCN(CC1)C(=O)OC(C)(C)C)C1=CC(=NC(=C1)C)C